(6-bromo-2-pyridyl-1-methyl-4-piperidyl)methanone BrC1=CC=CC(=N1)C1N(CCC(C1)C=O)C